CN(CCNC(=O)C1=CN2C3=CC=C(C=C3SC2=N1)OC)C N-[2-(dimethylamino)ethyl]-10-methoxy-7-thia-2,5-diazatricyclo[6.4.0.02,6]dodeca-1(12),3,5,8,10-pentaene-4-carboxamide